FC1=C(C(=C(C=C1OC)OC)F)C1=CC2=C(N=C(N=C2)N[C@H]2[C@H](COC2)NC(C=C)=O)C(=N1)N1CC(OCC1)C N-((3R,4S)-4-((6-(2,6-difluoro-3,5-di-methoxyphenyl)-8-(2-methyl-morpholino)pyrido[3,4-d]pyrimidin-2-yl)amino)tetra-hydrofuran-3-yl)acrylamide